TBDMStriazole [Si](C)(C)(C(C)(C)C)C=1N=NNC1